C12=NN=C(N1)N=C1N=CC(=N1)C=C1C=CC(N1)=CC=1C=CC(N1)=C2 Tetra-Aza-Porphyrin